5-(hydroxymethyl)-3-(o-tolyl)oxazolidin-2-one OCC1CN(C(O1)=O)C1=C(C=CC=C1)C